2-fluoro-1-(3-(7-(1-((1-methylazetidin-3-yl)methyl)-1H-pyrazol-4-yl)-3-(4-(trifluoromethyl)phenyl)-1H-pyrazolo[4,3-b]pyridin-1-yl)azetidin-1-yl)prop-2-en-1-one FC(C(=O)N1CC(C1)N1N=C(C2=NC=CC(=C21)C=2C=NN(C2)CC2CN(C2)C)C2=CC=C(C=C2)C(F)(F)F)=C